furo[3,2-b]pyridine-6-carboxylic acid O1C=CC2=NC=C(C=C21)C(=O)O